C(C)(=O)N1CC(C=2C3=C(C(NC2C1)=O)C=C(C=C3)F)NC 3-Acetyl-8-fluoro-1-(methylamino)-1,3,4,5-tetrahydrobenzo[c][1,7]naphthyridin-6(2H)-one